N,N'-bis(3-aminopropyl)propane-1,3-diamine C(CN)CNCCCNCCCN